6-(5-methyl-3-phenyl-1H-1,2,4-triazol-1-yl)-5-(N-methylsulfamoyl)picolinimidamide CC1=NC(=NN1C1=C(C=CC(=N1)C(N)=N)S(NC)(=O)=O)C1=CC=CC=C1